BrC=1C(N(C(=CC1OCC1=NC(=CC=C1)F)C)C1=CC(=NC=C1C)C1=NC(=CC=C1)C(C)(C)O)=O (P)-3-bromo-4-((6-fluoropyridin-2-yl)methoxy)-6''-(2-hydroxypropan-2-yl)-5',6-dimethyl-2H-[1,4':2',2''-terpyridin]-2-one